(4-(benzyloxy)pyridin-3-yl)boronic acid C(C1=CC=CC=C1)OC1=C(C=NC=C1)B(O)O